O[C@@]1(C[C@@]2(C(CCC2C2C1[C@]1(CCC(NC1=CC2)=O)C)=O)C)C (4aR,5R,6aS)-5-hydroxy-4a,5,6a-trimethyl-4,4a,4b,5,6,6a,9,9a,9b,10-decahydro-1H-indeno[5,4-f]-quinoline-2,7(3H,8H)-dione